FC(C(=O)O)(F)F.C(#N)C=1C=NC2=CC=C(C=C2C1N1CCNCC1)C=1C=C(C(=NC1)OC)NS(=O)(=O)C1=C(C=CC=C1F)F N-(5-(3-cyano-4-(piperazin-1-yl)quinoline-6-yl)-2-methoxypyridin-3-yl)-2,6-difluorobenzenesulfonamide trifluoroacetate